CC1=C2C=CC(=NC2=CC=C1)C1=CC=C(C=C1)S(=O)(=O)N 4-(5-methylquinolin-2-yl)benzenesulfonamide